methyl 2-(5-bromo-1,3-dimethyl-2-oxoindolin-3-yl)acetate BrC=1C=C2C(C(N(C2=CC1)C)=O)(C)CC(=O)OC